C1=CC=CC2=CC=3C4C5=CC6=CC=CC=C6C=C5C(C3C=C12)C4 6,13-dihydro-6,13-methanopentacene